N-[4-chloro-6-(morpholin-4-yl)pyridin-2-yl]Ethanesulfonamide ClC1=CC(=NC(=C1)N1CCOCC1)NS(=O)(=O)CC